monothiazolidine-2-thione S1C(NCC1)=S